C(C#CC)N1C(CCC1)C=1C=C(N2C=NC=CC21)C2=C(C=C(C(=O)NC1=NC=CC=C1)C=C2Cl)Cl 4-(5-(1-(but-2-ynyl)pyrrolidin-2-yl)pyrrolo[1,2-c]pyrimidin-7-yl)-3,5-dichloro-N-(pyridin-2-yl)benzamide